ClC1=C(C(=CC=C1)Cl)N1N=C(C(=C1)NC1=CC=C(C=C1)C(=O)N1CC(C1)O)C(=O)N 1-(2,6-dichlorophenyl)-4-((4-(3-hydroxyazetidine-1-carbonyl)phenyl)amino)-1H-pyrazole-3-carboxamide